N[C@H]1C[C@@H](CCC1)NC(=O)C1=CN(CCS1)C1=C2C(=NC=C1)NC=C2 N-((1R,3R)-3-aminocyclohexyl)-4-(1H-pyrrolo[2,3-b]pyridin-4-yl)-3,4-dihydro-2H-1,4-thiazine-6-carboxamide